OC1=C(C=C(C=C1)NC(=O)NC1=CC=C(C=C1)CCC1=CC=C(C=C1)C(F)(F)F)NS(=O)(=O)C N-(2-hydroxy-5-(3-(4-(4-(trifluoromethyl)phenethyl)phenyl)ureido)phenyl)methanesulfonamide